ClC1=CC=C(OC2=CC=C(C=C2)N2C(=NC(=C2)C2CCN(CC2)CCCCC2=CNC3=CC=C(C=C23)C#N)C2CCCC2)C=C1 3-(4-(4-(1-(4-(4-chlorophenoxy)phenyl)-2-cyclopentyl-1H-imidazol-4-yl)piperidin-1-yl)butyl)-1H-indole-5-carbonitrile